BrCCCOC1=NON=C1S(=O)(=O)C1=CC=CC=C1 3-(3-bromopropyloxy)-4-(benzenesulfonyl)-1,2,5-oxadiazole